CCCCCCCCCCCCCCCCCCCCCCCCCCCCCCCC=C tritriacontene